O=C[C@H](O)C[C@H](O)[C@H](O)C 3,6-dideoxy-D-ribohexose